CC1CN(CCC1)C1=C(N)C=CC=C1 2-(3-methylpiperidin-1-yl)aniline